C(CC=O)CNC(=O)CC[C@@H](C(=O)[O-])[NH3+] The molecule is an amino acid zwitterion obtained by transfer of a proton from the carboxy to the amino group of gamma-glutamyl-gamma-aminobutyraldehyde; major species at pH 7.3. It is a tautomer of a gamma-glutamyl-gamma-aminobutyraldehyde.